2-(cholest-5-en-3beta-oxybutan-4-oxy)-1-(cis,cis-9,12-octadecadienyloxy)propane CC(C)CCC[C@@H](C)[C@H]1CC[C@H]2[C@@H]3CC=C4C[C@H](CC[C@]4(C)[C@H]3CC[C@]12C)OC(CCC)OC(COCCCCCCCC\C=C/C\C=C/CCCCC)C